C1(CCC1)C1=NOC(=N1)CC1CCN(CC1)C(=O)C1=C(C=C(C=C1)NC(=O)C=1N(C(=CN1)C1=C(C(=C(C=C1)OC)F)F)C)CC N-[4-[4-[(3-cyclobutyl-1,2,4-oxadiazol-5-yl)methyl]piperidine-1-carbonyl]-3-ethyl-phenyl]-5-(2,3-difluoro-4-methoxy-phenyl)-1-methyl-imidazole-2-carboxamide